tert-butyl 3-nitro-4-(2-(pyrrolidin-1-yl)ethoxy)benzoate [N+](=O)([O-])C=1C=C(C(=O)OC(C)(C)C)C=CC1OCCN1CCCC1